6-{4-[(6-methoxypyridin-3-yl)oxy]piperidin-1-yl}-5-methyl-N-[(3-methylpyridin-4-yl)methyl]pyridazine-3-carboxamide COC1=CC=C(C=N1)OC1CCN(CC1)C1=C(C=C(N=N1)C(=O)NCC1=C(C=NC=C1)C)C